dimethyl-Acrylamide Tetrapotassium pyrophosphate [O-]P([O-])(=O)OP(=O)([O-])[O-].[K+].[K+].[K+].[K+].CC(=CC(=O)N)C